2-methyl-4-isothiazolin CN1SC=CC1